tert-Butyl 4-((5-hydroxypentyl)carbamoyl)piperidine-1-carboxylate OCCCCCNC(=O)C1CCN(CC1)C(=O)OC(C)(C)C